isopropyl (S)-(3-(1-((4-fluorophenyl)amino)-1-oxopropan-2-yl)bicyclo[1.1.1]pentan-1-yl)carbamate FC1=CC=C(C=C1)NC([C@@H](C)C12CC(C1)(C2)NC(OC(C)C)=O)=O